N-cyclopentyl-2-thioxo-1,2-dihydropyridine-3-carboxamide C1(CCCC1)NC(=O)C=1C(NC=CC1)=S